ClC1=NC=C(C(=C1)NC1CCC(CC1)O)C#CC=1C=NN(C1)CCF (1s,4s)-4-((2-Chloro-5-((1-(2-fluoroethyl)-1H-pyrazol-4-yl)ethynyl)pyridin-4-yl)amino)cyclohexan-1-ol